(S)-3-(3-hydroxyphenyl)-4-methyl-2-(4-((1-propylazetidin-3-yl)methoxy)phenyl)-2H-chromen-6-ol OC=1C=C(C=CC1)C=1[C@@H](OC2=CC=C(C=C2C1C)O)C1=CC=C(C=C1)OCC1CN(C1)CCC